2-[3-bromo-4-[2-methoxy-4-[3-(4-piperidylmethyl)azetidin-1-yl]phenoxy]phenyl]propan-2-ol BrC=1C=C(C=CC1OC1=C(C=C(C=C1)N1CC(C1)CC1CCNCC1)OC)C(C)(C)O